2-methyl-1-oxo-1,2,3,4-tetrahydroisoquinoline-6-carboxamide CN1C(C2=CC=C(C=C2CC1)C(=O)N)=O